2,3-Bis((1-(tert-butyl)tetrazol-5-yl)thio)quinoxaline C(C)(C)(C)N1N=NN=C1SC1=NC2=CC=CC=C2N=C1SC1=NN=NN1C(C)(C)C